5-chloro-7-morpholino-N-(oxetan-3-yl)thieno[3,2-b]pyridine-2-carboxamide ClC1=CC(=C2C(=N1)C=C(S2)C(=O)NC2COC2)N2CCOCC2